ClC=1C=C(C=NC1N=S(=O)(C)C)NC(=O)[C@@H]1CC(C2=C1C=NC=1N2N=C(C1)F)(C)C (R)-N-(5-chloro-6-((dimethyl(oxo)-λ6-sulfaneylidene)amino)pyridin-3-yl)-2-fluoro-8,8-dimethyl-7,8-dihydro-6H-cyclopenta[e]pyrazolo[1,5-a]pyrimidine-6-carboxamide